NC1=NN2C(C=C(C=C2)C=2C(=C(C(=O)NCC(C(CC)(O)C3=CC=C(C=C3)F)(F)F)C(=CC2)Cl)F)=N1 3-(2-amino-[1,2,4]triazolo[1,5-a]pyridin-7-yl)-6-chloro-N-(2,2-difluoro-3-(4-fluorophenyl)-3-hydroxypentyl)-2-fluorobenzamide